COC1=C(CN2CC3(CN(C3)C(COC3=C4CN(C(C4=CC=C3)=O)C3C(NC(CC3)=O)=O)=O)C2)C(=CC(=C1)C1=CN(C(C2=CN=CC=C12)=O)C)OC 4-(2-(6-(2,6-dimethoxy-4-(2-methyl-1-oxo-1,2-dihydro-2,7-naphthyridin-4-yl)benzyl)-2,6-diazaspiro[3.3]heptan-2-yl)-2-oxoethoxy)-2-(2,6-dioxopiperidin-3-yl)isoindolinone